OC1=C2C(C=C(C(C2=CC=C1)=O)CC=C(C)C)=O 5-hydroxy-2-(3-methyl-2-buten-1-yl)-1,4-naphthoquinone